C[C@@H]1[C@@H](COC1)N1C(=CC2=C1N=CN=C2)C#N 7-((3S,4R)-4-methyltetrahydrofuran-3-yl)-7H-pyrrolo[2,3-d]pyrimidine-6-carbonitrile